C(#N)C=1C(=NC(=CC1)C)NC#N N-(3-cyano-6-methylpyridin-2-yl)cyanamide